ClC=1C=C(C=CC1C1CCC2(OCCO2)CC1)C[C@@H](C(=O)OCC)C ethyl (S)-3-(3-chloro-4-(1,4-dioxaspiro[4.5]decan-8-yl) phenyl)-2-methylpropionate